2-iodo-5-(1H-pyrazol-4-yl)-[1,2,4]triazolo[1,5-a]pyridine IC1=NN2C(C=CC=C2C=2C=NNC2)=N1